BrCC(=O)C1=CNC2=C1C=NC=C2 2-bromo-1-(1H-pyrrolo[3,2-C]pyridin-3-yl)ethan-1-one